6-(phenylamino)naphthalene-2-sulfonic acid Sodium salt [Na+].C1(=CC=CC=C1)NC=1C=C2C=CC(=CC2=CC1)S(=O)(=O)[O-]